C1(=CC=CC2=CC=CC=C12)C(C(=O)N)N1CCN(CC1)CC1=CC(=CC=C1)[N+](=O)[O-] (naphthalen-1-yl)-2-{4-[(3-nitrophenyl)methyl]piperazin-1-yl}acetamide